N-(1-(2-(2-methoxyethoxy)ethyl)-3-(pyridin-2-yl)-1H-pyrazol-4-yl)-5-(1H-pyrazol-4-yl)furan-2-carboxamide COCCOCCN1N=C(C(=C1)NC(=O)C=1OC(=CC1)C=1C=NNC1)C1=NC=CC=C1